FS(C=1C=C(C=C(C1)C(F)(F)F)C1=NN(C=N1)\C=C/C(=O)NNC(=O)C1CCCC1)(F)(F)(F)F (Z)-N'-(3-(3-(3-(pentafluorosulfanyl)-5-(trifluoromethyl)phenyl)-1H-1,2,4-triazol-1-yl)acryloyl)cyclopentanecarboxhydrazide